BrC=1C(=NC=C(C1)F)C(=O)N(C)OC bromo-5-fluoro-N-methoxy-N-methylpyridineamide